ClC=1C2=C(N=CN1)N(CC2)C(=O)OC(C)(C)C tert-butyl 4-chloro-5,6-dihydro-7H-pyrrolo[2,3-d]pyrimidine-7-carboxylate